ClC=1C(=C(C=CC1)CNC(=O)[C@H]1N(CC[C@H]1OCCCCCCCCC=C)C(=O)OC(C)(C)C)F tert-Butyl (2S,3R)-2-{[(3-chloro-2-fluorophenyl)methyl]carbamoyl}-3-(dec-9-en-1-yloxy)pyrrolidine-1-carboxylate